(4,6-dichloropyrimidin-2-yl)-2-(difluoromethyl)-4-methoxy-1H-benzo[d]imidazole ClC1=NC(=NC(=C1)Cl)N1C(=NC2=C1C=CC=C2OC)C(F)F